2-propargyl-6-(2-tetrahydrofuryl)-1,2,4-triazine C(C#C)N1NC(=CN=C1)C1OCCC1